OC(CC=O)CO 3,4-dihydroxybutanal